2-{[8-(5-aminopyridin-2-yl)-3-oxo-1H,2H,3H-benzo[e]isoindol-2-yl]methyl}prop-2-enamide NC=1C=CC(=NC1)C=1C=CC2=C(C=3CN(C(C3C=C2)=O)CC(C(=O)N)=C)C1